ClC=1C=C(C=CC1F)N(C(=O)[C@H]1N(C[C@H](C1)C(=O)NC=1C=NN(C1)CCOC)C1=NC(=CC(=C1)C(F)(F)F)C)C (2s,4s)-N2-(3-chloro-4-fluorophenyl)-N4-(1-(2-methoxyethyl)-1H-pyrazol-4-yl)-N2-methyl-1-(6-methyl-4-(trifluoromethyl)pyridin-2-yl)pyrrolidine-2,4-dicarboxamide